(2S)-2-amino-N-[5,6-dichloro-4-(2,6-difluorobenzoyl)-3-pyridyl]propanamide N[C@H](C(=O)NC=1C=NC(=C(C1C(C1=C(C=CC=C1F)F)=O)Cl)Cl)C